1-{[(2S,3R,4S,5S,6R)-3,4,5-trihydroxy-6-(hydroxymethyl)oxan-2-yl]oxy}-4a-{[(2S,3R,4R,5R,6S)-3,4,5-trihydroxy-6-methyloxan-2-yl]oxy}-1H,4aH,5H,7aH-cyclopenta[c]pyran-5-one O[C@H]1[C@@H](O[C@@H]([C@H]([C@@H]1O)O)CO)OC1OC=CC2(C1C=CC2=O)O[C@@H]2O[C@H]([C@@H]([C@H]([C@H]2O)O)O)C